ethyl 5-methyl-4-(2-((4-methylbenzyl)amino)-2-oxoethyl)-7-phenyl-4,7-dihydro-[1,2,4]triazolo[1,5-a]pyrimidine-6-carboxylate CC=1N(C=2N(C(C1C(=O)OCC)C1=CC=CC=C1)N=CN2)CC(=O)NCC2=CC=C(C=C2)C